C(C(CSSCC(CO)O)O)O dithiobis-1,2-propanediol